O1C(=NC2=C1C=CC=C2)NC2=CC=CC=C2 (benzo[D]oxazol-2-yl)aniline